NCCN1C=NC=2C=NC(=CC21)NC=2SC(=CN2)C2=CC=NC=C2 N-[1-(2-aminoethyl)imidazo[4,5-c]pyridin-6-yl]-5-(4-pyridyl)thiazol-2-amine